6-((3-(4-(3-(3-(Cyclopropanecarboxamido)-8-(methylamino)pyrido[3,4-c]pyridazin-5-yl)-2-methoxyphenyl)-1H-pyrazol-1-yl)azetidin-1-yl)methyl)picolinic acid C1(CC1)C(=O)NC1=CC2=C(N=N1)C(=NC=C2C=2C(=C(C=CC2)C=2C=NN(C2)C2CN(C2)CC2=CC=CC(=N2)C(=O)O)OC)NC